N-((2r,3s)-1-(tert-butyl)-2-(4-chloro-3-fluorophenyl)pyrrolidin-3-yl)-4-(trifluoromethoxy)benzenesulfonamide C(C)(C)(C)N1[C@@H]([C@H](CC1)NS(=O)(=O)C1=CC=C(C=C1)OC(F)(F)F)C1=CC(=C(C=C1)Cl)F